ClC=1C(=NC(=NC1)NC1=CC(=NC=C1)OC)C1=CC=C2CN(C(C2=C1)=O)[C@@H](C(=O)N[C@H](CO)C1=CC(=NC=C1)OC)C (2R)-2-(6-{5-chloro-2-[(2-methoxypyridin-4-yl)amino]pyrimidin-4-yl}-1-oxo-2,3-dihydro-1H-isoindol-2-yl)-N-[(1S)-2-hydroxy-1-(2-methoxypyridin-4-yl)ethyl]propanamide